2,2,4,4-tetramethylpentane CC(C)(CC(C)(C)C)C